C(C)(C)(C)OC(=O)N1[C@H](C[C@H](C1)O)C1=CC(=C(C=C1)OC(=O)C1=CC2=C(N3C(S2)=NC=C3)C=C1OC)F.N(=O)N(C1=CC=CC=C1)CC N-Nitroso-N-ethyl-aniline (4-((cis)-1-(tert-butoxycarbonyl)-4-hydroxypyrrolidin-2-yl)-2-fluorophenyl)-6-methoxybenzo[d]imidazo[2,1-b]thiazole-7-carboxylate